CN1N=C(C=C1)C=1C=CC2=C(N=C(O2)C2=CC(=NC=C2)C=O)C1 (4-(5-(1-methyl-1H-pyrazol-3-yl)benzo[d]oxazol-2-yl)pyridin-2-yl)methanone